(E)-2-(3-chloro-6-(tosylimino)pyridazin-1(6H)-yl)propanamide ClC1=NN(/C(/C=C1)=N/S(=O)(=O)C1=CC=C(C)C=C1)C(C(=O)N)C